[Na].C(CCCCCCCCCCCCC)(=O)OC[C@@H](OC(CCCCCCCCCCCCC)=O)COP(=O)(O)OC[C@H](O)CO |&1:42| 1,2-dimyristoyl-sn-glycero-3-phospho-rac-glycerol, sodium salt